OCC1(CCOCC1)NC(=O)C=1N(N=C2C=CC(=CC12)OCC1=CN=C(S1)C)C N-[4-(hydroxymethyl)oxan-4-yl]-2-methyl-5-[(2-methyl-1,3-thiazol-5-yl)methoxy]-2H-indazole-3-carboxamide